tert-butyl 2-(4,4-difluorocyclohexylidene)hydrazine-1-carboxylate FC1(CCC(CC1)=NNC(=O)OC(C)(C)C)F